[Si](C)(C)(C(C)(C)C)OC[C@@H](CB(O)O)C=1C=NC=C(C1)C1=CC(=C(C=C1)OC)OCCC (S)-(3-((tert-butyldimethylsilyl)oxy)-2-(5-(4-methoxy-3-propoxyphenyl)pyridin-3-yl)propyl)boronic acid